N-(5-cyano-4-((2-methoxyethyl)amino)pyridin-2-yl)-7-formyl-4-(morpholine-4-carboxamido)-3,4-dihydro-2,4-methylene-1,8-naphthyridine-1(2H)-carboxamide C(#N)C=1C(=CC(=NC1)NC(=O)N1C2CC(C3=CC=C(N=C13)C=O)(C2)NC(=O)N2CCOCC2)NCCOC